((R)-2-methylmorpholino)methanon C[C@H]1OCCN(C1)C=O